(1,1-dioxido-2,3-dihydrothiophen-3-yl)-2-oxo-7-(piperidin-1-yl)-1,2-dihydroquinoline-3-carboxamide O=S1(CC(C=C1)N1C(C(=CC2=CC=C(C=C12)N1CCCCC1)C(=O)N)=O)=O